3-(1-(methyl-d3)pyrrolidin-3-yl)-1H-indol-4-yl (9Z,12Z)-octadeca-9,12-dienoate C(CCCCCCC\C=C/C\C=C/CCCCC)(=O)OC1=C2C(=CNC2=CC=C1)C1CN(CC1)C([2H])([2H])[2H]